CC1=C(C=CC(=C1)OC(F)(F)F)S(=O)(=O)N1CC2(C1)CN(CC2)C2CCOCC2 2-((2-Methyl-4-(trifluoromethoxy)phenyl)sulfonyl)-6-(tetrahydro-2H-pyran-4-yl)-2,6-diazaspiro[3.4]octane